BrC=1C=CC=2N(C3=CC=C(C=C3C2C1)Br)C(CCCC)[N+](C)(C)C (3,6-dibromo-9H-carbazol-9-yl)-N,N,N-trimethylpentan-1-aminium